vinylhydroxysilicon C(=C)[Si]O